FC(OC=1C=C(C=C(C1)F)C1=CC2=C(O[C@H](CN2S(=O)(=O)C2=CC(=CC=C2)C(F)(F)F)CN2C3CC4CC(CC2C4)(C3)C(=O)O)C=C1)F 2-(((S)-6-(3-(difluoromethoxy)-5-fluorophenyl)-4-((3-(trifluoromethyl)phenyl)sulfonyl)-3,4-dihydro-2H-benzo[b][1,4]oxazin-2-yl)methyl)-2-azaadamantane-5-carboxylic acid